FC=1C(=CC=2C3=C(NC(C2C1)=O)COC[C@@H]3N(C(=O)C=3C=C1C(=CC=CN1C3)C(F)F)C)F (R)-N-(8,9-difluoro-6-oxo-1,4,5,6-tetrahydro-2H-pyrano[3,4-c]isoquinolin-1-yl)-8-(difluoromethyl)-N-methylindolizine-2-carboxamide